(R)-N-(3-aminopropyl)-5-(2-(2-chloro-5-fluoropyridin-3-yl)pyrrolidinyl)pyrazolo[1,5-a]pyrimidine-3-carboxamide NCCCNC(=O)C=1C=NN2C1N=C(C=C2)N2[C@H](CCC2)C=2C(=NC=C(C2)F)Cl